4-azidobutyl 1-((6aR,10aR)-1-hydroxy-6,6,9-trimethyl-6a,7,10,10a-tetrahydro-6H-benzo[c]chromen-3-yl)cyclobutanecarboxylate OC1=C2[C@H]3[C@H](C(OC2=CC(=C1)C1(CCC1)C(=O)OCCCCN=[N+]=[N-])(C)C)CC=C(C3)C